O[C@@H]1C[C@H](N(C1)C([C@H](C(C)(C)C)NC(OC(C)(C)C)=O)=O)C(NCC1=C(C=C(C=C1)C1=C(N=CS1)C)O)=O tert-butyl ((S)-1-((2S,4R)-4-hydroxy-2-((2-hydroxy-4-(4-methylthiazol-5-yl) benzyl)carbamoyl)pyrrolidin-1-yl)-3,3-dimethyl-1-oxobutan-2-yl)carbamate